N-[(2S,3R,4R,5S,6R)-4,5-Dihydroxy-6-(hydroxymethyl)-2-[4-(3-phenylprop-2-enoyl)phenoxy]oxan-3-yl]acetamide O[C@@H]1[C@H]([C@@H](O[C@@H]([C@H]1O)CO)OC1=CC=C(C=C1)C(C=CC1=CC=CC=C1)=O)NC(C)=O